FC(OC1=C(C=CC2=CC=CC=C12)\C(\C)=N\NC(C1=C(C=C(C=C1)C)C)=O)F (E)-N'-(1-(1-(difluoromethoxy)naphthalen-2-yl)ethylidene)-2,4-dimethylbenzohydrazide